methyl 5-(8-(5-isopropyl-1-(methylcarbamoyl)imidazo[1,5-a]pyridin-7-yl)isoquinolin-3-yl)picolinate C(C)(C)C1=CC(=CC=2N1C=NC2C(NC)=O)C=2C=CC=C1C=C(N=CC21)C=2C=CC(=NC2)C(=O)OC